C1(CC1)CN1N=CC(=C1)CC1=CC(=NN1C1=C(C=C(C=C1)F)I)C 5-{[1-(cyclopropylmethyl)-1H-pyrazol-4-yl]Methyl}-1-(4-fluoro-2-iodophenyl)-3-methyl-1H-pyrazole